nickel 5-[4-(2-hydroxyethyl)phenoxy]acenaphthoquinone OCCC1=CC=C(OC2=CC=C3C(C(C=4C=CC=C2C43)=O)=O)C=C1.[Ni]